5-(chloromethyl)-4-isopropyl-2-(4-(trifluoromethyl)phenyl)thiazole ClCC1=C(N=C(S1)C1=CC=C(C=C1)C(F)(F)F)C(C)C